C1(=CC=C2C=CC3=CC=CC4=CC=C1C2=C34)C=3C=C(C=C(C3)C3=CC=C4C=CC2=CC=CC1=CC=C3C4=C21)C2=CC(=CC=C2)P(C2=CC=CC=C2)(C2=CC=CC=C2)=O (3',5'-di(pyren-1-yl)-[1,1'-biphenyl]-3-yl)diphenylphosphine oxide